ClC=1C=C(C=C(C1OC=1C=C2CCN(C(C2=CC1)=O)C1=NC=CC=C1)Cl)N1N=C(C(NC1=O)=O)C(=O)O 2-(3,5-dichloro-4-((1-oxo-2-(pyridin-2-yl)-1,2,3,4-tetrahydroisoquinoline-6-Yl)oxy)phenyl)-3,5-dioxo-2,3,4,5-tetrahydro-1,2,4-triazine-6-carboxylic acid